C1(CCC1)C=1C(=NN(C1C1CCCCC1)C)NC(CC1(CC1)C(F)(F)F)=O N-(4-cyclobutyl-5-cyclohexyl-1-methyl-1H-pyrazol-3-yl)-2-(1-(trifluoromethyl)cyclopropyl)acetamide